FC1=CC(=C(C=C1)C1=CC(=CC=C1)C=1OC2=C(N1)C=C(C=C2C(F)(F)F)CN2C[C@H](CC2)O)C2=NN=CN2C (S)-1-((2-(4'-Fluoro-2'-(4-methyl-4H-1,2,4-triazol-3-yl)-[1,1'-biphenyl]-3-yl)-7-(trifluoromethyl)benzo[d]oxazol-5-yl)methyl)pyrrolidin-3-ol